dibenzo[b,d]thiophen-1-yl-boronic acid C1(=CC=CC=2SC3=C(C21)C=CC=C3)B(O)O